C(C)OS(OCC)(OCC)[SiH3] Triethoxymercaptosilan